10-(4-(tert-butoxycarbonyl)phenoxy)decanoic acid C(C)(C)(C)OC(=O)C1=CC=C(OCCCCCCCCCC(=O)O)C=C1